2-(4-((1-(2,6-bis(benzyloxy)pyridin-3-yl)-3-methyl-2-oxo-2,3-dihydro-1H-benzo[d]imidazol-5-yl)amino)-3-fluorophenyl)acetic acid C(C1=CC=CC=C1)OC1=NC(=CC=C1N1C(N(C2=C1C=CC(=C2)NC2=C(C=C(C=C2)CC(=O)O)F)C)=O)OCC2=CC=CC=C2